(S)-4-(7-(8-chloronaphthalen-1-yl)-2-((1-methylpiperidin-4-yl)oxy)-5,6,7,8-Tetrahydro-1,7-naphthyridin-4-yl)-2-(cyanomethyl)piperazine-1-carboxylate ClC=1C=CC=C2C=CC=C(C12)N1CCC=2C(=CC(=NC2C1)OC1CCN(CC1)C)N1C[C@@H](N(CC1)C(=O)[O-])CC#N